1,3-dimethyl-3H-indoliumsulfonate C[N+]1(CC(C2=CC=CC=C12)C)S(=O)(=O)[O-]